BrC1=C2C=CC=C3NC(N(C(C=C1)=C32)C3C(NC(CC3)=O)=O)=O 3-(7-bromo-2-oxo-2,3-dihydro-1H-perimidin-1-yl)piperidine-2,6-dione